C(C)N1C[C@H]2[C@@H](CC1)CCN2C2=CC=C(N=N2)C2=C(C=C(C=C2C)Cl)O 2-[6-[(3aS,7aR)-6-ethyl-3,3a,4,5,7,7a-hexahydro-2H-pyrrolo[2,3-c]pyridin-1-yl]pyridazin-3-yl]-5-chloro-3-methyl-phenol